4-thia-proline N1[C@@H](CSC1)C(=O)O